BrC=1C=C(C=CC1)C1=NC=CC(=C1)C1=CC=CC=C1 2-(3-bromophenyl)-4-phenylpyridine